ClC1=NC=CC(=N1)COC1=CC=C(C=C1)C(C)(C)C1=CC=C(OC2CC(C2)NC(OC(C)(C)C)=O)C=C1 tert-butyl ((1s,3s)-3-(4-(2-(4-((2-chloropyrimidin-4-yl)methoxy)phenyl)propan-2-yl)phenoxy)cyclobutyl)carbamate